2-fluoro-6-[(2,4-dichlorobenzyl)amino]-9-(oxetan-2-yl)-9H-purine FC1=NC(=C2N=CN(C2=N1)C1OCC1)NCC1=C(C=C(C=C1)Cl)Cl